Rac-4-amino-3-(((4-methyl-7,10-dioxadispiro[2.2.46.23]dodecane-4-yl)methyl)amino)-benzonitrile NC1=C(C=C(C#N)C=C1)NC[C@]1(C2(CC2)CCC2(C1)OCCO2)C |r|